ethyldimethyl-imidazolium C(C)C=1[N+](=C(NC1)C)C